C(C)(C)C1N=C(OC1)N(C1=CC=CC=C1)C=1OCC(N1)C(C)C bis(4-isopropyl-4,5-dihydrooxazol-2-yl)aniline